9-[(2R,3R,4S,5S)-4-benzyloxy-5-(benzyloxymethyl)-3-hydroxy-5-(triisopropylsilyloxy-methyl)tetrahydrofuran-2-yl]-1H-purin-6-one C(C1=CC=CC=C1)O[C@H]1[C@H]([C@@H](O[C@]1(CO[Si](C(C)C)(C(C)C)C(C)C)COCC1=CC=CC=C1)N1C=2N=CNC(C2N=C1)=O)O